S1C2=C(C=C1)C=C(C=C2)CNC(=O)[C@@H]2CN(CCC2)C=2C1=C(N=CN2)C=C(S1)C1=CC=C(C=C1)C(F)(F)F (S)-N-(benzo[b]thiophen-5-ylmethyl)-1-(6-(4-(trifluoromethyl)phenyl)thieno[3,2-d]pyrimidin-4-yl)piperidine-3-carboxamide